N-(tetrahydrofuran-3-yl)-1,2,3,4-tetrahydroisoquinolin-8-amine O1CC(CC1)NC=1C=CC=C2CCNCC12